C1(CC1)CCOF perfluoro cyclopropyl-ethyl ether